C(C=C)(=O)N1C[C@@H]2COC3=C(C(N2CC1)=O)C(=NC(=C3Cl)C3=C(C=CC=C3O)F)N3C(C(NCC3)C)C (6aR)-8-acryloyl-4-chloro-1-(2,3-dimethylpiperazin-1-yl)-3-(2-fluoro-6-hydroxyphenyl)-6,6a,7,8,9,10-hexahydro-12H-pyrazino[2,1-c]pyrido[3,4-f][1,4]oxazepin-12-one